OC1=C(C=C(C=C1)C(=O)OC)N1N=NC(=C1)C1=CC=C(C=C1)C1=CC=C(C=C1)C=1N=NN(C1)C1=C2C=CC=C(C2=CC=C1)C(=O)O 5-[4-(4'-{1-[2-hydroxy-5-(methoxycarbonyl)phenyl]-1H-1,2,3-triazol-4-yl}-[1,1'-biphenyl]-4-yl)-1H-1,2,3-triazol-1-yl]naphthalene-1-carboxylic acid